C(CCC)[Si](OC)(OC)OC butyl-(trimethoxy)silane